butyl-[[6-(5-iodo-2-isopropyl-1,2,4-triazol-3-yl)-3-bicyclo[3.1.0]hexanyl]oxy]-diphenyl-silane C(CCC)[Si](C1=CC=CC=C1)(C1=CC=CC=C1)OC1CC2C(C2C1)C=1N(N=C(N1)I)C(C)C